methyl N-[4-({5H,6H,7H,8H-pyrido[3,4-d]pyrimidin-2-yl}amino)phenyl]carbamate N1=C(N=CC2=C1CNCC2)NC2=CC=C(C=C2)NC(OC)=O